(2-(Methoxymethyl)phenyl)-4-(trifluoromethyl)piperidine COCC1=C(C=CC=C1)N1CCC(CC1)C(F)(F)F